C1C(CC2=CC=CC=C12)NC1=NC=C(C=N1)C1=NOC2(C1)CCNCC2 N-(2,3-dihydro-1H-inden-2-yl)-5-(1-oxa-2,8-diazaspiro[4.5]dec-2-en-3-yl)pyrimidin-2-amine